C(C=C)(=O)N1C[C@@H]2COC3=C(C(N2CC1)=O)C(=NC(=C3Cl)C3=C(C=CC=C3)F)N3[C@H](CN(CC3)C)C (R)-8-acryloyl-4-chloro-1-((S)-2,4-dimethylpiperazin-1-yl)-3-(2-fluorophenyl)-6,6a,7,8,9,10-hexahydro-12H-pyrazino[2,1-c]pyrido[3,4-f][1,4]oxazepin-12-one